CN1P(N(CC1)C)=S 1,3-dimethyl-1,3,2-diazaphospholidine 2-sulfide